oxidovanadium(IV) chloride O=[V-](Cl)(Cl)Cl